FC=1C=C(C=CC1OC1=C2C(=NC=C1)NC(N2C(C)C)=O)NC(=O)C=2C=NN(C2C(F)(F)F)C2=NC=CC=N2 N-(3-fluoro-4-((1-isopropyl-2-oxo-2,3-dihydro-1H-imidazo[4,5-b]pyridine-7-yl)oxy)phenyl)-1-(pyrimidine-2-yl)-5-(trifluoromethyl)-1H-pyrazole-4-carboxamide